COC1=C(C=CC=C1)C=1N=C2N(C(=CC(=N2)N)N2CC3CCC(C2)N3C)C1 2-(2-methoxyphenyl)-5-(8-methyl-3,8-diazabicyclo[3.2.1]oct-3-yl)imidazo[1,2-a]pyrimidin-7-amine